4-(2,7-diazaspiro[3.5]non-7-yl)-6-(2,2,2-trifluoroethyl)quinazoline C1NCC12CCN(CC2)C2=NC=NC1=CC=C(C=C21)CC(F)(F)F